BrC=1C=C2CC(C(C2=CC1F)=O)(C)C 5-bromo-6-fluoro-2,2-dimethyl-2,3-dihydro-1H-inden-1-one